C(C)(C)N1CCC2(CC1)C(N(C1=CC(=CC=C12)C=1C=CC(=C(C(=O)N)C1)C)C)=C=O 5-(1'-isopropyl-1-methyl-2-carbonyl-spiro[indoline-3,4'-piperidin]-6-yl)-2-methylbenzamide